ClC1=CC=C(S1)CNC1=CC(=NN1C(=O)C=1N=CSC1)C1CN(CC1)C(=O)OCC=C allyl 3-(5-((5-chlorothiophen-2-yl)methylamino)-1-(thiazole-4-carbonyl)-1H-pyrazol-3-yl)pyrrolidine-1-carboxylate